(E)-N-methyl-2-((5-methylfuran-2-yl)methylene)hydrazine-1-carbothioamide CNC(=S)N/N=C/C=1OC(=CC1)C